C1=C(C=CC2=CC(=CC=C12)C(=O)[O-])C(=O)[O-].[Li+].[Li+] dilithium 2,6-naphthalenedicarboxylate